ClC1=NNC(=C1B1OC(C(O1)(C)C)(C)C)C 3-chloro-5-methyl-4-(4,4,5,5-tetramethyl-1,3,2-dioxaborolan-2-yl)-1H-pyrazole